5-chloro-2-(difluoromethyl)-N-((1r,4r)-4-((3-(2-(methylamino)pyridin-4-yl)-2-oxo-2,3-dihydro-1H-benzo[d]imidazol-1-yl)methyl)cyclohexyl)nicotinamide ClC=1C=NC(=C(C(=O)NC2CCC(CC2)CN2C(N(C3=C2C=CC=C3)C3=CC(=NC=C3)NC)=O)C1)C(F)F